methyl 3-(2-((1S,2S,5R)-1-hydroxy-2-isopropyl-5-methylcyclohexane-1-carboxamido)ethyl)benzoate O[C@@]1([C@@H](CC[C@H](C1)C)C(C)C)C(=O)NCCC=1C=C(C(=O)OC)C=CC1